C(C)(C)(C)OC(CCCC(=O)O)=O 5-tert-butoxy-5-oxo-pentanoic acid